3-CARBOXY-5-NITROPHENYLBORONIC ACID C(=O)(O)C=1C=C(C=C(C1)[N+](=O)[O-])B(O)O